C1(CC1)C(C1CC1)NCCC1=CC=C(CSC2=C3CN(C(C3=CC=C2)=O)C2C(NC(CC2)=O)=O)C=C1 3-(4-((4-(2-((dicyclopropylmethyl)amino)ethyl)benzyl)thio)-1-oxoisoindolin-2-yl)piperidine-2,6-dione